Cl.N[C@H](C(=O)O)C[C@@H]1CC=C(CC1)C1=NC(=NC(=C1)O[C@@H](C(F)(F)F)C1=C(C=C(C=C1)Cl)N1N=C(C=C1)C)N (S)-2-amino-3-((S)-4-(2-amino-6-((R)-1-(4-chloro-2-(3-methyl-1H-pyrazole-1-yl)phenyl)-2,2,2-trifluoroethoxy)pyrimidine-4-yl)cyclohex-3-ene-1-yl)propionic acid hydrochloride